NC1=CC(=[N+](C=C1)[O-])C#N 4-amino-2-cyanopyridine 1-oxide